[2H]/C(=C\C1=CC(=C(C=C1)O)O)/C(=O)C(=O)[C@@H]([C@H]([C@@H]([C@@H](CO)O)O)O)O caffeoyl-D-glucose